ClC=1C=C(OC2=C3C(C(C3=CC=C2)=O)(F)F)C=C(C1)F 2-(3-chloro-5-fluorophenoxy)-8,8-difluorobicyclo[4.2.0]octa-1,3,5-triene-7-one